1-benzyl-N-(2-fluoro-4-(trifluoromethoxy)-phenyl)-1H-1,2,4-triazole-3-carboxamide C(C1=CC=CC=C1)N1N=C(N=C1)C(=O)NC1=C(C=C(C=C1)OC(F)(F)F)F